4-chloro-7-(N,N-diethyl-sulfamoyl)-benzo[c][1,2,5]oxadiazole ClC1=CC=C(C2=NON=C21)S(N(CC)CC)(=O)=O